FC1=C(OC2=C(C=C(C=C2)NS(=O)(=O)CC)C2=CC(=NC(=C2)\C=C\C)C)C=CC(=C1)F (E)-N-(4-(2,4-difluorophenoxy)-3-(2-methyl-6-(prop-1-en-1-yl)pyridin-4-yl)phenyl)ethanesulfonamide